CC1(C2CCC1(C(C2)O)C)C exo-2-camphanol